C(C(C)C)N(\N=C\C1=CC(=C(C=C1)B(O)O)OC)C1=NC=NC2=C(C=CC=C12)OC [4-[(E)-[isobutyl-(8-methoxyquinazolin-4-yl)hydrazono]methyl]-2-methoxyphenyl]boronic acid